C(C)(C)(C)OC(=O)N[C@H]1CN(CCC1)C=1SC=C(N1)C(=O)NC(C(=O)NC(C(=O)OC)=C)=C methyl (R)-2-(2-(2-(3-((tert-butoxycarbonyl)amino)piperidin-1-yl)thiazole-4-carboxamido)acrylamido)acrylate